C(C)(C)(C)OC(=O)NC(C(=O)OCC1=CC=CC=C1)C1=CC(=C(C=C1)F)OC(F)(F)F benzyl 2-((tert-butoxycarbonyl)amino)-2-(4-fluoro-3-(trifluoromethoxy)phenyl)acetate